3-Butyl-3-ethyl-8-(hydroxymethyl)-2-methyl-7-(methylthio)-5-phenyl-2,3,4,5-tetrahydro-1,2,5-benzothiadiazepine 1,1-dioxide C(CCC)C1(N(S(C2=C(N(C1)C1=CC=CC=C1)C=C(C(=C2)CO)SC)(=O)=O)C)CC